C(C)(C)(C)OC(=O)N1C[C@@H](N(CC1)C=1C2=C(N=CN1)N(C=C2N2C(CCC2)=O)C2CC(CCC2)(F)F)C (3S)-4-(7-(3,3-difluorocyclohexyl)-5-(2-oxopyrrolidin-1-yl)-7H-pyrrolo[2,3-d]pyrimidin-4-yl)-3-methylpiperazine-1-carboxylic acid tert-butyl ester